ethyl amyl glutarate C(CCCC(=O)OCCCCC)(=O)OCC